O[C@H]1[C@H](CC12CCC(CC2)NC(OC(C)(C)C)=O)[C@@H]2N1C(C3=CC=CC=C23)=CN=C1 tert-butyl ((1S,2R,4r,7S)-1-hydroxy-2-((S)-5H-imidazo[5,1-a]isoindol-5-yl)spiro[3.5]nonan-7-yl)carbamate